C(N)(=N)C=1C=C2C=CC(=CC2=CC1)O 6-amidino-β-naphthol